ClC=1C(N(C(=CC1OCC1=NC=C(C=C1F)F)C)C1=CC(=NC=C1C)C1=CC=CC=2C(COC21)N2CC(C2)O)=O 3-Chloro-4-((3,5-difluoropyridin-2-yl)methoxy)-2'-(3-(3-hydroxyazetidin-1-yl)-2,3-dihydrobenzofuran-7-yl)-5',6-dimethyl-2H-[1,4'-bipyridinyl]-2-one